N-ethyl-5-fluoro-2-{1-methyl-6-[4-({[(1r,4r)-4-(2-oxo-1,3-oxazolidin-3-yl)cyclohexyl]methyl}amino)piperidin-1-yl]-1H-indazol-4-yl}-N-(isopropyl)benzamide C(C)N(C(C1=C(C=CC(=C1)F)C1=C2C=NN(C2=CC(=C1)N1CCC(CC1)NCC1CCC(CC1)N1C(OCC1)=O)C)=O)C(C)C